ClC1=C(N(C(C2=C(C=CC=C12)SC=1SC=CN1)=O)C1=CC=CC=C1)[C@H](C)NC=1C2=C(N=CN1)NC=CC2=O (S)-4-((1-(4-chloro-1-oxo-2-phenyl-8-(thiazol-2-ylthio)-1,2-dihydroisoquinolin-3-yl)ethyl)amino)pyrido[2,3-d]pyrimidin-5(8H)-one